C(C)(C)(C)C1=CC(=C(C=C1Cl)C1=CC(C(=C(N1)C)C1=CC(=NO1)C(=O)N)=O)C 5-[6-(4-tert-butyl-5-chloro-2-methyl-phenyl)-2-methyl-4-oxo-1H-pyridin-3-yl]isoxazole-3-carboxamide